2-((2R,4R,6R)-2-(1-cyclopropyl-1H-pyrazol-4-yl)-6-methyltetrahydro-2H-pyran-4-yl)-6,7-dimethyl-4-(2,4,5-trifluorophenyl)pteridine C1(CC1)N1N=CC(=C1)[C@@H]1O[C@@H](C[C@H](C1)C1=NC2=NC(=C(N=C2C(=N1)C1=C(C=C(C(=C1)F)F)F)C)C)C